Diethyl (4-isopropylbenzoyl)-L-glutamate C(C)(C)C1=CC=C(C(=O)N[C@@H](CCC(=O)OCC)C(=O)OCC)C=C1